1-(5-ethylpyridin-2-yl)methylamine C(C)C=1C=CC(=NC1)CN